ClC=1C(=C(C=CC1)NC(=S)C1=C(CCCC1=O)NCC1=C(C=NC=C1)OC[C@H]1N(CCC1)C)OC N-(3-chloro-2-methoxyphenyl)-2-[[(3-[[(2S)-1-methylpyrrolidin-2-yl]methoxy]pyridin-4-yl)methyl]amino]-6-oxocyclohex-1-ene-1-carbothioamide